[C@H]12OC[C@H](N(C1)C1=NC3=C(N1C(=O)NCCC(C)C)C=CC=C3)C2 ((1R,4R)-2-Oxa-5-azabicyclo[2.2.1]heptan-5-yl)-N-iso-pentyl-1H-benzo[d]imidazole-1-carboxamide